2-methylene-4-oxo-4-((3-(4-(trifluoromethyl)phenyl)oxetan-3-yl)amino)butanoic acid C=C(C(=O)O)CC(NC1(COC1)C1=CC=C(C=C1)C(F)(F)F)=O